4-(4-(4-((2-(2,6-dioxopiperidin-3-yl)-1,3-dioxoisoindolin-4-ylamino)methyl)-3-fluorobenzyl)piperazin-1-yl)benzamide O=C1NC(CCC1N1C(C2=CC=CC(=C2C1=O)NCC1=C(C=C(CN2CCN(CC2)C2=CC=C(C(=O)N)C=C2)C=C1)F)=O)=O